N[C@@H]1C(CN(C1)CCCC(=O)N1CCN(CC1)C=1C(=CC2=C(C(C=3NC4=CC(=CC=C4C3C2=O)C#N)(C)C)C1)CC)(C)C (R)-8-(4-(4-(4-amino-3,3-dimethylpyrrolidin-1-yl)butanoyl)piperazin-1-yl)-9-ethyl-6,6-dimethyl-11-oxo-6,11-dihydro-5H-benzo[b]carbazole-3-carbonitrile